α-chloroacrylic acid methoxyvinyl ester COC=COC(C(=C)Cl)=O